FC1=C(C=CC(=C1)F)N\N=C(\C(=O)OCC)/C=N/O Ethyl (2E,3E)-2-[2-(2,4-difluorophenyl)hydrazinylidene]-3-(hydroxyimino)propanoate